1-{2'-ethoxy-5-[(2R)-2-ethyl-4-[6-methoxy-2-(trifluoromethyl)pyridine-3-carbonyl]piperazin-1-yl]-[2,3'-bipyridin]-6-yl}methylamine C(C)OC1=NC=CC=C1C1=NC(=C(C=C1)N1[C@@H](CN(CC1)C(=O)C=1C(=NC(=CC1)OC)C(F)(F)F)CC)CN